4-methyl-2-((1s,3s)-3-(3-(5-methyl-1,2,4-oxadiazol-3-yl)benzoylamino)cyclobutane-1-carboxamido)thiazole-5-carboxylic acid tert-butyl ester C(C)(C)(C)OC(=O)C1=C(N=C(S1)NC(=O)C1CC(C1)NC(C1=CC(=CC=C1)C1=NOC(=N1)C)=O)C